COC1=C(CN2C(N(CCC2=O)C=2C=CC(=NC2)N2[C@@H](CN(CC2)C(=O)OC(C)(C)C)CC)=O)C=CC(=C1)OC tert-butyl (R)-4-(5-(3-(2,4-dimethoxybenzyl)-2,4-dioxotetrahydropyrimidin-1(2H)-yl)pyridin-2-yl)-3-ethylpiperazine-1-carboxylate